ClC=1C=C2C(=C(NC2=CC1)C(=O)O)CC(=O)N1CCN(CC1)C1=C(C=C(C=C1)F)Cl 5-chloro-3-(2-(4-(2-chloro-4-fluorophenyl)piperazin-1-yl)-2-oxoethyl)-1H-indole-2-carboxylic acid